2-[4-(2-hydroxyethyl)-1-pyrazinyl]ethanesulfonic acid OCCN1C=CN(C=C1)CCS(=O)(=O)O